8-nonenyl-dimethyl-chlorosilane C(CCCCCCC=C)[Si](Cl)(C)C